(E)-N-(5-Chloro-2-methylpyridin-3-yl)-3-(5-fluoro-1-(tetrahydro-2H-pyran-2-yl)-1H-pyrazolo[3,4-b]pyridin-6-yl)acrylamide ClC=1C=C(C(=NC1)C)NC(\C=C\C1=C(C=C2C(=N1)N(N=C2)C2OCCCC2)F)=O